CC1(C(NC(N=C1)=O)=O)OC 5-methyl-5-methoxyuracil